[Sn].C(C1=CC=CC=C1)SC[C@H](CO[Si](C1=CC=CC=C1)(C1=CC=CC=C1)C(C)(C)C)C=C (S)-((2-((benzylthio)methyl)but-3-en-1-yl)oxy)(tert-butyl)diphenylsilane tin